(±)-trans-N-[8-(benzhydrylideneamino)-6-[1-(p-toluenesulfonyl)pyrrolo[2,3-b]Pyridin-4-yl]-3-isoquinolinyl]-2-cyano-cyclopropanecarboxamide C(C1=CC=CC=C1)(C1=CC=CC=C1)=NC=1C=C(C=C2C=C(N=CC12)NC(=O)[C@H]1[C@@H](C1)C#N)C1=C2C(=NC=C1)N(C=C2)S(=O)(=O)C2=CC=C(C)C=C2 |r|